OCCN1CCN(CC1)CCNC=C1C(CC(CC1=O)C1=C(C=CC=C1)OCCOC)=O 2-(((2-(4-(2-hydroxyethyl)piperazin-1-yl)ethyl)amino)methylene)-5-(2-(2-methoxyethoxy)phenyl)cyclohexane-1,3-dione